CN(C)CCCN(CCO)CCCN(C)C bis(dimethylaminopropyl)-2-hydroxyethyl-amine